ETHYL-2,6,6-TRIMETHYL-1,3-CYCLOHEXADIENE C(C)C1=C(C=CCC1(C)C)C